CC1=CC=C(C=C1)S(=O)(=O)OCCOCCOCCOCCOCCOCCOCCNS(=O)(=O)C1=CC=C(C=C1)NC1=NC=C(C(=N1)NC1=C(C(=CC=C1)F)C(N)=O)Br 2-[2-[2-[2-[2-[2-[2-[[4-[[5-bromo-4-(2-carbamoyl-3-fluoro-anilino)pyrimidin-2-yl]amino]phenyl]sulfonylamino]ethoxy]ethoxy]ethoxy]ethoxy]ethoxy] ethoxy]ethyl 4-methylbenzenesulfonate